N-((7R)-2-Cyano-2-azabicyclo[2.2.1]heptan-7-yl)-5-(4-((4-fluorophenyl)thio)pyridin-3-yl)thiazol-2-carboxamid C(#N)N1C2CCC(C1)[C@H]2NC(=O)C=2SC(=CN2)C=2C=NC=CC2SC2=CC=C(C=C2)F